FC(OC1=CC=C(C=C1)C1=CC=CC=C1)(F)F 4'-(trifluoromethoxy)-[1,1'-biphenyl]